ethyl 1-(6-(1H-indol-5-yl)quinolin-2-yl)piperidine-4-carboxylate N1C=CC2=CC(=CC=C12)C=1C=C2C=CC(=NC2=CC1)N1CCC(CC1)C(=O)OCC